C12CNCC(N1C=1C(=C3CN(C(C3=C(C1)F)=O)C1C(NC(CC1)=O)=O)F)C2 3-(5-(3,6-diazabicyclo[3.1.1]heptan-6-yl)-4,7-difluoro-1-oxoisoindolin-2-yl)piperidine-2,6-dione